[NH4+].[NH4+].C(C(O)CC(=O)[O-])(=O)[O-] Malic acid diammonium salt